C(C)(C)(C)N1N=C2C(N(C(N(C2)C2CCN(CC2)C2=C(C=CC=C2C)F)=O)CC2=C(C=CC=C2)C(F)(F)F)=C1 2-tert-Butyl-6-[1-(2-fluoro-6-methylphenyl)-piperidin-4-yl]-4-(2-trifluoromethyl-benzyl)-2,4,6,7-tetrahydro-pyrazolo[4,3-d]pyrimidin-5-one